CC(CC(C)C=1C(CCC1C)=O)CC=C(C)C 2-(4,7-dimethyloct-6-en-2-yl)-3-methylcyclopent-2-en-1-one